tert-butyl 4-(4-(N-(2-methoxy-4-(methoxycarbonyl)phenyl)sulfamoyl)thiazol-2-yl)piperazine-1-carboxylate COC1=C(C=CC(=C1)C(=O)OC)NS(=O)(=O)C=1N=C(SC1)N1CCN(CC1)C(=O)OC(C)(C)C